N(=O)C1=CC=C(C=C1)N=O 1,4-dinitroso-benzene